N1=C(N=CC=C1)C(=O)N pyrimidin-2-amide